4-fluoro-1-(4-(4-(3-methoxypropoxy)phenyl)pyrimidin-2-yl)-N-(3-methylquinuclidin-3-yl)piperidine-4-carboxamide FC1(CCN(CC1)C1=NC=CC(=N1)C1=CC=C(C=C1)OCCCOC)C(=O)NC1(CN2CCC1CC2)C